2-octoxy-1,3-dipropenyl-propane C(CCCCCCC)OC(CC=CC)CC=CC